F[C@H]1CN(CC1)C1=CC=C(C=N1)C=1SC=2C(=NC=C(C2)N2CCN(CC2)C(=O)OC(C)(C)C)N1 tert-butyl (R)-4-(2-(6-(3-fluoropyrrolidin-1-yl)pyridin-3-yl)thiazolo[4,5-b]pyridin-6-yl)piperazine-1-carboxylate